4-[o-bromo-p-N,N-bis(ethoxycarbonylmethyl)aminophenyl]-2,6-bis(trichloromethyl)-s-triazine BrC1=C(C=CC(=C1)N(CC(=O)OCC)CC(=O)OCC)C1=NC(=NC(=N1)C(Cl)(Cl)Cl)C(Cl)(Cl)Cl